NC([C@H](C)NC1=CC(=NC(=N1)N1CC2=CC=CC(=C2CC1)C1=CC(=CC=C1)C(F)(F)F)C(=O)N)=O (S)-6-((1-amino-1-oxopropan-2-yl)amino)-2-(5-(3-(trifluoromethyl)phenyl)-3,4-dihydroisoquinolin-2(1H)-yl)pyrimidine-4-carboxamide